tert-butyl 4-(5-bromo-3-cyano-2-pyridyl)piperazine-1-carboxylate BrC=1C=C(C(=NC1)N1CCN(CC1)C(=O)OC(C)(C)C)C#N